4-(4-((4-(cyclopentylamino)-7H-pyrrolo[2,3-d]pyrimidin-2-yl)amino)-3-methoxyphenyl)-1-cyclopropyl-1,4-azaphosphinane 4-oxide C1(CCCC1)NC=1C2=C(N=C(N1)NC1=C(C=C(C=C1)P1(CCN(CC1)C1CC1)=O)OC)NC=C2